(S)-4-(3-cyano-6-(2-hydroxy-2-methylpropyloxy)pyrazolo[1,5-a]pyridin-4-yl)-N-(1-(6-isopropoxypyridin-3-yl)ethyl)-1H-pyrazole-1-carboxamide C(#N)C=1C=NN2C1C(=CC(=C2)OCC(C)(C)O)C=2C=NN(C2)C(=O)N[C@@H](C)C=2C=NC(=CC2)OC(C)C